2-(2-hydroxypyridin-3-yl)-N-(2-methyl-5-(2-(pyrrolidin-1-yl)acetamido)pyridin-3-yl)pyrazolo[5,1-b]thiazole-7-carboxamide OC1=NC=CC=C1C1=CN2C(S1)=C(C=N2)C(=O)NC=2C(=NC=C(C2)NC(CN2CCCC2)=O)C